thiophene-2-benzonitrile S1C(=CC=C1)C1=CC=CC=C1C#N